(E)-methyl N-(3-cyano-5-(cyclohexylmethyl)-4,5,6,7-tetrahydrothieno[3,2-c]pyridine-2-yl)formimidate C(#N)C1=C(SC2=C1CN(CC2)CC2CCCCC2)/N=C/OC